BrCCCCCC(C)Br 1,6-dibromoheptane